N2-(5-methoxy-4-(3-(pyrrolidin-1-yl)propoxy)pyridin-2-yl)-N4-methylpyridine-2,4-diamine COC=1C(=CC(=NC1)NC1=NC=CC(=C1)NC)OCCCN1CCCC1